C(C1=CC=CC=C1)OC(=O)NC(C(=O)OC)C1CCC2(CC2)CC1 methyl 2-(((benzyloxy)carbonyl)amino)-2-(spiro[2.5]octan-6-yl)acetate